((2-((3,4-dimethoxyphenyl)amino)-2-oxoethyl)thio)-1H-imidazole-4-carboxylic acid COC=1C=C(C=CC1OC)NC(CSN1C=NC(=C1)C(=O)O)=O